2-(3-methylphenyl)ethynylaniline CC=1C=C(C=CC1)C#CNC1=CC=CC=C1